BrC=1C=C(OC2=C3C(C(C(C3=C(C=C2)S(=O)(=O)C)O)F)F)C=C(C1)F 4-(3-bromo-5-fluoro-phenoxy)-2,3-difluoro-7-methylsulfonyl-indan-1-ol